N-(3-fluoro-4-((3-((3-hydroxy-2-methylbutan-2-yl)amino)-1H-pyrazolo[3,4-b]pyridin-4-yl)oxy)phenyl)-2-(4-fluorophenyl)-3-oxo-2,3-dihydropyridazine-4-carboxamide FC=1C=C(C=CC1OC1=C2C(=NC=C1)NN=C2NC(C)(C(C)O)C)NC(=O)C=2C(N(N=CC2)C2=CC=C(C=C2)F)=O